6-(4-(3-(4-benzylpiperidin-1-yl)propyl)-3,5-dimethyl-1H-pyrazol-1-yl)-3-methyl-[1,2,4]triazolo[4,3-b]pyridazine C(C1=CC=CC=C1)C1CCN(CC1)CCCC=1C(=NN(C1C)C=1C=CC=2N(N1)C(=NN2)C)C